FC(C(=O)O)(F)F.NC[C@H]1OCCN(C1)S(=O)(=O)NC(C1=C(C=C(C(=C1)C1CC1)OCC1CCCC1)F)=O (R)-N-((2-(aminomethyl)morpholino)sulfonyl)-4-(cyclopentylmethoxy)-5-cyclopropyl-2-fluorobenzamide 2,2,2-trifluoroacetate